OC1=C(C(=CC(=C1)OCC1=CC=CC=C1)OCC1=CC=CC=C1)C(\C=C\C1=CC=C(C=C1)OC)=O (E)-1-[2-Hydroxy-4,6-bis(phenylmethoxy)phenyl]-3-(4-methoxyphenyl)prop-2-en-1-one